(±)-2-methoxy-N-methyl-1-(2-(2,2,2-trifluoroethoxy)pyridin-4-yl)ethan-1-amine trifluoroacetate FC(C(=O)O)(F)F.COC[C@H](NC)C1=CC(=NC=C1)OCC(F)(F)F |r|